O[C@@H]1C[C@H](N(C1)C([C@H](C(C)(C)C)NC(CCCCCCC(=O)N)=O)=O)C(NCC1=CC=C(C=C1)C1=C(N=CS1)C)=O N8-((S)-1-((2S,4R)-4-hydroxy-2-((4-(4-methylthiazol-5-yl)benzyl)carbamoyl)pyrrolidin-1-yl)-3,3-dimethyl-1-oxobutan-2-yl)octanediamide